FC1=C(C=CC(=C1)C1C(COC2=CC(=CC=C12)O)C1=CC(=CC=C1)OC)N1CCC(CC1)CN1CCN(CC1)C=1C=C2CN(C(C2=CC1)=O)C1C(NC(CC1)=O)=O 3-(5-(4-((1-(2-fluoro-4-(7-hydroxy-3-(3-methoxyphenyl)chroman-4-yl)phenyl)piperidin-4-yl)methyl)piperazin-1-yl)-1-oxoisoindolin-2-yl)piperidine-2,6-dione